5-({4-hydroxy-1-[(1r,3r)-3-(pyridin-2-yloxy)cyclobutanecarbonyl]piperidin-4-yl}methyl)-1-(4-methyl-phenyl)-1H,4H,5H-pyrazolo[3,4-d]pyrimidin-4-one OC1(CCN(CC1)C(=O)C1CC(C1)OC1=NC=CC=C1)CN1C=NC2=C(C1=O)C=NN2C2=CC=C(C=C2)C